COCCNC1CCC(CC1)NC1=NC=CC(=N1)C=1C=C2C(NC(C2=CC1)=O)(C)C 5-(2-(((1r,4r)-4-((2-methoxyethyl)amino)cyclohexyl)amino)pyrimidin-4-yl)-3,3-dimethylisoindoline-1-one